ClC=1C(=C(C=CC1Cl)[C@@H]1N(OCC1)C1=CC(=NC=N1)NC=1C(=CC(=C(C1)NC(C=C)=O)N1CCN(CC1)CC)OC)F N-(5-((6-((R)-3-(3,4-dichloro-2-fluorophenyl)isoxazolidine-2-yl)pyrimidine-4-yl)amino)-2-(4-ethylpiperazine-1-yl)-4-methoxyphenyl)acrylamide